ClC1=NC=C(C(=N1)N1N=C(C(=C1)C=O)C1CC1)C 1-(2-chloro-5-methylpyrimidin-4-yl)-3-cyclopropyl-1H-pyrazole-4-carbaldehyde